5-(4-nitrophenoxy)pyrimidin-2-amine [N+](=O)([O-])C1=CC=C(OC=2C=NC(=NC2)N)C=C1